The molecule is a ent-kaurane diterpenoid that is ent-kaurane-19-oic acid substituted by hydroxy groups at positions 16 and 17 (the 16beta stereoisomer). It is isolated from Helianthus sp. and Annona squamosa and exhibits anti-HIV activity. It has a role as a metabolite and an anti-HIV agent. It is an ent-kaurane diterpenoid, a hydroxy monocarboxylic acid, a diol, a tertiary alcohol, a primary alcohol and a bridged compound. C[C@@]12CCC[C@@]([C@H]1CC[C@]34[C@H]2CC[C@H](C3)[C@@](C4)(CO)O)(C)C(=O)O